(morpholin-4-yl)-1,3,5-triazin N1(CCOCC1)C1=NC=NC=N1